C(C)C1=C(OCCCSCC2=NNC(N2)=O)C=CC(=C1)CC 3-[(2,4-Diethylphenoxypropylsulfanyl)methyl]-1H-1,2,4-triazol-5(4H)-one